CN1C2=C(OC[C@@H](C1=O)NC(C1=NC=CC(=C1)OC1=CC=CC=C1)=O)C=CC(=C2)C#CC(=O)O (S)-3-(5-methyl-4-oxo-3-(4-phenoxypicolinamido)-2,3,4,5-tetrahydrobenzo[b][1,4]oxazepin-7-yl)propiolic acid